C(C)(C)(C)OC(=O)N[C@@H](C(=O)O)C1=CC=C(C=C1)Cl (R)-[(tert-butoxycarbonyl)amino](4-chlorophenyl)acetic acid